C1OCC2=CC(=CC=C12)C=1N=CNC1C1=NC=CC=C1 2-(4-(1,3-dihydroisobenzofuran-5-yl)-1H-imidazol-5-yl)pyridine